(Z)-2-((dimethylamino)methylene)-3-methylcyclopentan-1-one CN(C)\C=C\1/C(CCC1C)=O